O[C@@H]1[C@H](CCC1)CC1=CC=C(C=C1)C(C(=O)O)C 2-[4-((1R,2S)-2-Hydroxycyclopentylmethyl)phenyl]propionic Acid